FC=1C=NN(C1)C1=CC=C(C=N1)[C@H](C)NC(=O)C1(CCC(CC1)C1=NC(=CC(=N1)C)NC1=NNC(=C1)C)OC (1S,4R)-N-((S)-1-(6-(4-fluoro-1H-pyrazol-1-yl)pyridin-3-yl)ethyl)-1-methoxy-4-(4-methyl-6-((5-methyl-1H-pyrazol-3-yl)amino)pyrimidin-2-yl)cyclohexane-1-carboxamide